O1CCN(CC1)C1=C2C(=NC(=C1)N1N=C(C=C1)C=1C=C(C=CC1)C)N(C(=N2)CO)C2OCCCC2 (7-morpholino-3-(tetrahydro-2H-pyran-2-yl)-5-(3-(m-tolyl)-1H-pyrazol-1-yl)-3H-imidazo[4,5-b]pyridin-2-yl)methanol